C1(CC1)CNC(C)C=1C=NC(=CC1C1=NC=CC=N1)C(F)(F)F N-(cyclopropylmethyl)-1-[4-pyrimidin-2-yl-6-(trifluoromethyl)-3-pyridinyl]-ethylamine